rubidium Strontium [Sr].[Rb]